FC1=CC(=C(C(=O)OC)C=C1F)[N+](=O)[O-] methyl 4,5-difluoro-2-nitrobenzoate